2-(4-cyano-2-methoxy-phenoxy)-N-[3-(methylsulfonimidoyl)phenyl]-5-tetrahydropyran-4-yl-pyridine-3-carboxamide C(#N)C1=CC(=C(OC2=NC=C(C=C2C(=O)NC2=CC(=CC=C2)S(=O)(=N)C)C2CCOCC2)C=C1)OC